OCC1(N=C(OC1)CCCCCCCCCCCCCCCCC)C 4-hydroxymethyl-4-methyl-2-heptadecyl-1,3-oxazoline